(7S,8R)-8-Hydroxy-7-((S)-5H-imidazo[5,1-a]isoindol-5-yl)-5,6,7,8-tetrahydronaphthalen-2-sulfonamid O[C@@H]1[C@@H](CCC=2C=CC(=CC12)S(=O)(=O)N)[C@@H]1N2C(C3=CC=CC=C13)=CN=C2